C(C)OCOC=1C=C(C=O)C=CC1B1OC(C(O1)(C)C)(C)C 3-(ethoxymethoxy)-4-(4,4,5,5-Tetramethyl-1,3,2-dioxaborolan-2-yl)benzaldehyde